BrC1=C(C(=C(C=2C1=NSN2)Br)F)F 4,7-dibromo-5,6-difluorobenzo[1,2,5]Thiadiazole